2H-1,2,3-triazol N=1NN=CC1